ClC=1C(=NC(=C(C(=O)NC2=CC(=CC=C2)[S@](=O)(=N)C)C1C)N1CCC(CCC1)(F)F)C(F)(F)F (S)-5-chloro-2-(4,4-difluoroazepan-1-yl)-4-methyl-N-(3-(S-methylsulfonimidoyl)phenyl)-6-(trifluoromethyl)nicotinamide